N1=CC(=C2N1C1=C(C=N2)CCN1)C(=O)N 7,8-dihydro-6H-pyrazolo[1,5-a]pyrrolo[3,2-e]pyrimidine-3-carboxamide